CCCCCCCCCCCCC=C 13-Tetradecene